ClC=1C=C(C=C(C1)C1=CC=CC=C1)C1=CC(=CC(=C1)C1=CC=CC=C1)C1=CC=CC=C1 5'-chloro-5''-phenyl-1,1':3',1'':3'',1'''-quaterphenyl